O[C@@H](C(=O)O)CC(C)C (R)-2-hydroxy-4-methyl-valeric acid